FC1=C(OC2=CC=3C=4N(C=NC3C=C2)CCN4)C(=CC=C1F)[N+](=O)[O-] 9-(2,3-difluoro-6-nitrophenoxy)-2,3-dihydroimidazo[1,2-c]quinazoline